ClC1=NC(=CC(=C1)Cl)C1=CC=CC=C1 2,4-dichloro-6-phenylpyridine